ClC=1C=2CCN(C(C2C(=C2C1OC(O2)(C)[C@@H]2CC[C@H](CC2)N(CC)CC)C)=O)CC=2C(NC(=CC2C)C)=O 9-chloro-2-(trans-4-(diethylamino)cyclohexyl)-6-((4,6-dimethyl-2-oxo-1,2-dihydropyridin-3-yl)methyl)-2,4-dimethyl-7,8-dihydro-[1,3]dioxolo[4,5-g]isoquinolin-5(6H)-one